N2-methyl-N5-(3-(methylsulfonamido)phenyl)-3-phenylthiophene-2,5-dicarboxamide CNC(=O)C=1SC(=CC1C1=CC=CC=C1)C(=O)NC1=CC(=CC=C1)NS(=O)(=O)C